3-(4-chloro-3-methanesulfonyl-phenyl)-1-phenylurea ClC1=C(C=C(C=C1)NC(NC1=CC=CC=C1)=O)S(=O)(=O)C